C(=C)C1=CC(=NC=C1)C1=CC=CC=C1 (4-vinyl)-2-phenylpyridine